ClC=1C(=CC(=C(C1)NC(=O)N1[C@H]2CC[C@@H]1C(C=1C(=NC=CC12)F)(F)F)F)C=1C=NC(=CC1)OCC(F)(F)F (5S,8R)-N-(5-chloro-2-fluoro-4-(6-(2,2,2-trifluoroethoxy)pyridin-3-yl)phenyl)-1,9,9-trifluoro-6,7,8,9-tetrahydro-5H-5,8-epiminocyclohepta[c]pyridine-10-carboxamide